1,1,1,3,3,3-hexafluoropropan-2-yl 1-(3-(azetidin-1-yl)-5-(trifluoromethyl) benzyl)-1,8-diazaspiro[4.5]decane-8-carboxylate N1(CCC1)C=1C=C(CN2CCCC23CCN(CC3)C(=O)OC(C(F)(F)F)C(F)(F)F)C=C(C1)C(F)(F)F